3-Amino-7-chloro-1-(3-methylpyrazin-2-yl)quinoxaline-2(1H)-on NC=1C(N(C2=CC(=CC=C2N1)Cl)C1=NC=CN=C1C)=O